4-methyl-5-(3-propoxyoxetan-3-yl)thiazol-2-ylamine CC=1N=C(SC1C1(COC1)OCCC)N